1-[5-(4-Hexoxy-1,2,5-thiadiazol-3-yl)-1-methyl-3,6-dihydro-2H-pyridin-1-ium-1-yl]propyl 2-methylpropanoate chloride 1-Chloropropyl-isobutyrate ClC(CC)OC(C(C)C)=O.[Cl-].CC(C(=O)OC(CC)[N+]1(CCC=C(C1)C1=NSN=C1OCCCCCC)C)C